[Si](C1=CC=CC=C1)(C1=CC=CC=C1)(C(C)(C)C)OC1CC(CC1)C(=O)OC methyl 3-[(tert-butyldiphenylsilyl)oxy]cyclopentane-1-carboxylate